FC1=C(C=C(C(=C1NC(=O)C1=CN=C2N1C=CC(=C2)OC)C)F)C2=NC(=NO2)C2CN(C2)C(=O)OC methyl 3-(5-(2,5-difluoro-3-(7-methoxyimidazo[1,2-a]pyridine-3-carboxamido)-4-methylphenyl)-1,2,4-oxadiazol-3-yl)azetidine-1-carboxylate